3'-(triphenylsilyl)-[1,1'-biphenyl]-3-ol C1(=CC=CC=C1)[Si](C=1C=C(C=CC1)C1=CC(=CC=C1)O)(C1=CC=CC=C1)C1=CC=CC=C1